tri-n-hexylphosphine bromide salt [Br-].C(CCCCC)P(CCCCCC)CCCCCC